(((6-(difluoromethoxy)pyridin-3-yl)sulfonyl)methyl)piperidine-1-carboxylic acid tert-butyl ester C(C)(C)(C)OC(=O)N1C(CCCC1)CS(=O)(=O)C=1C=NC(=CC1)OC(F)F